CC1=C(C=CC=C1C)C1=C(C=C2C(=N1)C(=NN2)C=2C=CC(=NC2)N2CCN(CC2)C(C)=O)OC (4-(5-(5-(2,3-dimethylphenyl)-6-methoxy-1H-pyrazolo[4,3-b]pyridin-3-yl)pyridin-2-yl)piperazin-1-yl)ethan-1-one